(S)-4-((1-(1,1-difluoro-2,3-dihydro-1H-inden-4-yl)ethyl)amino)-2-methyl-6-(tetrahydro-2H-pyran-4-yl)pyrido[3,4-d]pyridazine-1,7(2H,6H)-dione FC1(CCC2=C(C=CC=C12)[C@H](C)NC1=NN(C(C=2C1=CN(C(C2)=O)C2CCOCC2)=O)C)F